CC1=CC(=NC(=C1C)NC)C=1C=C2[C@H](N(C(C2=CC1)=O)C1C(NC(CC1)=O)=O)C 3-((R)-5-(4,5-dimethyl-6-(methylamino)pyridin-2-yl)-3-methyl-1-oxoisoindolin-2-yl)piperidine-2,6-dione